7-((trifluoromethoxy)methyl)quinoline-4-carboxylic acid FC(OCC1=CC=C2C(=CC=NC2=C1)C(=O)O)(F)F